ClC=1C=C(C=C(C1)Cl)S(=O)(=O)N1[C@@H](CCC1)C(=O)O (S)-1-((3,5-dichlorophenyl)sulfonyl)pyrrolidine-2-carboxylic acid